C(C)OC ethyl-Oxymethane